4-(2-(6-(2,3-dichlorophenyl)-1,1-dioxido-1,2,6-thiadiazinan-2-yl)acetamido)adamantane-1-carboxamide ClC1=C(C=CC=C1Cl)N1CCCN(S1(=O)=O)CC(=O)NC1C2CC3(CC(CC1C3)C2)C(=O)N